C(#N)C=1C(=NC(=CC1C)C)N1[C@@H](C[C@@H](C1)O)C(=O)N(C)C1=CC(=C(C=C1)F)CF (2s,4s)-1-(3-cyano-4,6-dimethylpyridin-2-yl)-N-(4-fluoro-3-(fluoromethyl)phenyl)-4-hydroxy-N-methylpyrrolidine-2-carboxamide